(+-)-3-(1,4-oxazepan-3-yl)benzonitrile O1C[C@H](NCCC1)C=1C=C(C#N)C=CC1 |r|